(2-Acetamido-5-(2-(difluoromethoxy)ethoxy)pyridin-4-yl)carbamic acid tert-butyl ester C(C)(C)(C)OC(NC1=CC(=NC=C1OCCOC(F)F)NC(C)=O)=O